butenyl-tributoxysilane C(=CCC)[Si](OCCCC)(OCCCC)OCCCC